C1(=CC=CC=C1)OC(=O)N1C[C@@H](CC=C1)C1=CC(=CC(=C1)F)F Phenyl-(S)-3-(3,5-difluorophenyl)-3,4-dihydropyridine-1(2H)-carboxylate